OCC(C)(C)C=1C=C(C=CC1)[C@@H](C)N[S@](=O)C(C)(C)C |&1:11| (R)-N-((R/S)-1-(3-(1-hydroxy-2-methylpropan-2-yl)phenyl)ethyl)-2-methylpropan-2-sulfinamide